2-Isocyanato-ethyltriethoxysilan N(=C=O)CC[Si](OCC)(OCC)OCC